aluminum-magnesium hydroxide stearate C(CCCCCCCCCCCCCCCCC)(=O)[O-].[OH-].[Mg+2].[Al+3]